5-bromo-3-fluoro-6-methoxy-N,N-dimethylpyridin-2-amine BrC=1C=C(C(=NC1OC)N(C)C)F